IC=1C=C2C(=NC1)SC(=C2)C(=O)O 5-iodothieno[2,3-b]pyridine-2-carboxylic acid